4,4'-(2,4,8,10-tetraoxaspiro[5.5]undecane-3,9-diylbis-2,1-ethanediyl)bis[phenol] C1OC(OCC12COC(OC2)CCC2=CC=C(C=C2)O)CCC2=CC=C(C=C2)O